ClC=1C(=NC=C(C1)C(F)(F)F)N1CCN(CC1)S(=O)(=O)C1=CC=C(C=C1)NC(NCC=1C=NC=CC1)=O 3-(4-{4-[3-chloro-5-(trifluoromethyl)pyridin-2-yl]piperazine-1-sulfonyl}phenyl)-1-(pyridin-3-ylmethyl)urea